perfluoro methyl-propyl ether CC(CC)OF